tert-butyl ((1r,4r)-4-(5-bromo-6-methoxy-2H-indazol-2-yl)cyclohexyl)carbamate BrC1=CC2=CN(N=C2C=C1OC)C1CCC(CC1)NC(OC(C)(C)C)=O